(E)-3-(1-naphthyl)prop-2-enoic acid C1(=CC=CC2=CC=CC=C12)/C=C/C(=O)O